C(C1=CC=CC=C1)O[C@@H]1[C@H](N(C[C@@H]([C@H]1OCC1=CC=CC=C1)OCC1=CC=CC=C1)CCC1=C(C=CC=C1)OC)C (2R,3R,4R,5S)-3,4,5-tris(benzyloxy)-1-(2-methoxyphenethyl)-2-methylpiperidine